5-Amino-4-cyano-3-(phenylamino)-pyrazole NC1=C(C(=NN1)NC1=CC=CC=C1)C#N